N-(3-bromo-4-fluorophenyl)-N'-hydroxy-4-({(2R)-3-hydroxy-2-[(methylsulfonyl)amino]propyl}sulfanyl)-1,2,5-oxadiazole-3-carboximidamide BrC=1C=C(C=CC1F)NC(=NO)C1=NON=C1SC[C@@H](CO)NS(=O)(=O)C